4-{[2-(4-{[(6-methanesulfonylpyridin-3-yl)amino]methyl}phenyl)-1-(2,2,2-trifluoroethyl)-1H-indol-4-yl]amino}-1λ6-thiane-1,1-dione CS(=O)(=O)C1=CC=C(C=N1)NCC1=CC=C(C=C1)C=1N(C2=CC=CC(=C2C1)NC1CCS(CC1)(=O)=O)CC(F)(F)F